4-oxo-4-pyrrolidin-1-yl-butanoic acid O=C(CCC(=O)O)N1CCCC1